O=C(C=C(C)OC([C@@H](NC([C@@H](NC(=O)OCC1=CC=CC=C1)CC(C)C)=O)COC(C)(C)C)=O)C1=CC=CC=C1 (E)-N-benzyloxycarbonyl-L-leucinyl-O-tert-butyl-L-serine-4-oxo-4-phenyl-2-buten-2-yl ester